OXOPYRROLIDIN O=C1NCCC1